(2R,3R,4S,5R)-2-(4-hydrazineylidene-4,7-dihydro-1H-pyrazolo[3,4-d]pyrimidin-1-yl)-5-((R)-4,4,4-trifluoro-1-hydroxybut-2-yn-1-yl)tetrahydrofuran-3,4-diol N(N)=C1C2=C(NC=N1)N(N=C2)[C@@H]2O[C@@H]([C@H]([C@H]2O)O)[C@@H](C#CC(F)(F)F)O